4-[(2-pyridyldithio)methyl]-benzoic acid N1=C(C=CC=C1)SSCC1=CC=C(C(=O)O)C=C1